2-((1H-pyrrolo[2,3-b]pyridin-5-yl)oxy)-4-(2,2-dimethoxy-7-azaspiro[3.5]nonan-7-yl)-N-((4-((((1r,4r)-4-hydroxy-4-methylcyclohexyl)methyl)amino)-3-nitrophenyl)sulfonyl)benzamide N1C=CC=2C1=NC=C(C2)OC2=C(C(=O)NS(=O)(=O)C1=CC(=C(C=C1)NCC1CCC(CC1)(C)O)[N+](=O)[O-])C=CC(=C2)N2CCC1(CC(C1)(OC)OC)CC2